Trimethyl-isobutyl-phosphonium C[P+](CC(C)C)(C)C